Tert-butyl (R)-3-(4-decylbenzamido)pyrrolidine-1-carboxylate C(CCCCCCCCC)C1=CC=C(C(=O)N[C@H]2CN(CC2)C(=O)OC(C)(C)C)C=C1